1-(3-((4'-(1,1,1,3,3,3-hexafluoro-2-hydroxypropan-2-yl)-2-methyl-[1,1'-biphenyl]-4-yl)methyl)-3,8-diazabicyclo[3.2.1]octan-8-yl)-2-methoxyethan-1-one FC(C(C(F)(F)F)(O)C1=CC=C(C=C1)C1=C(C=C(C=C1)CN1CC2CCC(C1)N2C(COC)=O)C)(F)F